C(\C=C(/C)\CCC=C(C)C)N1C(CCC1=O)=O 1-geranylazacyclopentan-2,5-dione